FC1=C(C=CC(=C1C1=CC=C2C(=NNC2=C1F)C=1NC=CN1)F)NS(=O)(=O)C=1NC(C=CC1)=O N-(2,4-difluoro-3-(7-fluoro-3-(1H-imidazol-2-yl)-1H-indazol-6-yl)phenyl)-6-oxo-1,6-dihydropyridine-2-sulfonamide